3-(3-Chloro-4-fluorophenyl)-1-methyl-1-(6-oxo-1,4,5,6-tetrahydro-2H-pyrano[3,4-b]thieno[3,2-d]pyridin-1-yl)urea ClC=1C=C(C=CC1F)NC(N(C1COCC=2NC(C3=C(C21)C=CS3)=O)C)=O